FC=1C=C(C=2N=C3C(=NC2C1)OC[C@H]1N3CCOC1)\C(\C)=N\[S@](=O)C(C)(C)C (R)-N-((E)-1-((S)-9-fluoro-1,2,4a,5-tetrahydro-4H-[1,4]oxazino[4',3':4,5][1,4]oxazino[2,3-b]quinoxalin-11-yl)ethylidene)-2-methylpropane-2-sulfinamide